C1=CC=C(C=C1)CC2=CC(=O)C(=CN2C3=CC=CC=C3)C(=O)N The molecule is a member of the class of 4-pyridones that is N-phenylpyridin-4-one which is substituted by a benzyl group at position 2 and an aminocarbonyl group at position 5. It has been isolated from Aspergillus niger ATCC 1015. It has a role as an Aspergillus metabolite. It is a monocarboxylic acid amide, a member of 4-pyridones and a biaryl.